C(C=C)(=O)N1[C@H](CN(CC1)C=1C2=C(N=C(N1)OC1CCN(CC1)C)CN(C2)[C@H]2CC1=CC=CC3=CC=CC2=C13)CC#N 2-((S)-1-acryloyl-4-(6-((S)-1,2-dihydroacenaphthylen-1-yl)-2-((1-methylpiperidin-4-yl)oxy)-6,7-dihydro-5H-pyrrolo[3,4-d]pyrimidin-4-yl)piperazin-2-yl)acetonitrile